3-(1-methylpyrazol-4-yl)piperazine-1-carboxylic acid tert-butyl ester C(C)(C)(C)OC(=O)N1CC(NCC1)C=1C=NN(C1)C